1-[1-methyl-6-(4-piperidyl)indazol-3-yl]hexahydropyrimidine-2,4-dione CN1N=C(C2=CC=C(C=C12)C1CCNCC1)N1C(NC(CC1)=O)=O